tert-Butyl N-(7,8-dichloro-4-(1H-imidazol-1-yl) quinolin-2-yl)-N-(2-morpholinoethyl)glycinate ClC1=CC=C2C(=CC(=NC2=C1Cl)N(CC(=O)OC(C)(C)C)CCN1CCOCC1)N1C=NC=C1